C(C)(=O)N(CCCCCNC(CCC(=O)N(CCCCCN(C(CCC(=O)NO)=O)CCCCCN)O)=O)O N'-[5-[[4-[[5-(acetylhydroxyamino)pentyl]amino]-1,4-dioxobutyl]hydroxy-amino]pentyl]-N'-(5-aminopentyl)-N-hydroxybutanediamide